C1N(CC2=CC=CC=C12)C(=O)[O-] isoindolin-2-carboxylate